[2H]C1=CC(=CC(=N1)C(=O)N)NC(=O)[C@@H]1O[C@]([C@H]([C@@H]1C1=C(C(=C(C=C1)F)F)OC)C)(C(F)(F)F)C 6-Deuterio-4-[[(2R,3R,4S,5R)-3-(3,4-difluoro-2-methoxyphenyl)-4,5-dimethyl-5-(trifluoromethyl)tetrahydrofuran-2-carbonyl]amino]pyridin-2-carboxamid